mercapto-p-menthane-3-one SC1(CC(C(CC1)C(C)C)=O)C